ClC=1C(=CC(=NC1)NC1CCN(CC1)CC1=C(C=CC=C1)N1C(NC(CC1)=O)=O)C=1N=C(SC1)NCC1(CCOCC1)C#N 4-(((4-(5-chloro-2-((1-(2-(2,4-dioxotetrahydropyrimidin-1(2H)-yl)benzyl)piperidin-4-yl)amino)pyridin-4-yl)thiazol-2-yl)amino)methyl)tetrahydro-2H-pyran-4-carbonitrile